C1(=CC=CC=C1)CCC[C@H](NC([C@@H](COC1=NC=CC=C1)NC(=O)C1=NC=CN=C1)=O)B(O)O ((R)-4-phenyl-1-((R)-2-(pyrazine-2-carboxamido)-3-(pyridin-2-yloxy)propanamido)butyl)boronic acid